(2-Methylfuran-3-yl)methanedithiol CC=1OC=CC1C(S)S